1-(4-(6-chloro-8-fluoro-7-(2-fluoro-6-hydroxyphenyl)-2-(2-(5-fluoro-pyridin-2-yl)ethoxy)quinazolin-4-yl)piperazin-1-yl)prop-2-en-1-one ClC=1C=C2C(=NC(=NC2=C(C1C1=C(C=CC=C1O)F)F)OCCC1=NC=C(C=C1)F)N1CCN(CC1)C(C=C)=O